7-(6-chloro-1-oxo-2,3-dihydro-1H-inden-5-yl)-3-((1-(3-cyclopropyl-3-phenylpropionyl)-4-hydroxypiperidin-4-yl)methyl)thieno[3,4-d]pyrimidin-4(3H)-one ClC1=C(C=C2CCC(C2=C1)=O)C=1SC=C2C1N=CN(C2=O)CC2(CCN(CC2)C(CC(C2=CC=CC=C2)C2CC2)=O)O